6-bromo-1-(oxa-hex-2-yl)indazole-3-carbonitrile BrC1=CC=C2C(=NN(C2=C1)C(O)CCCC)C#N